FC(OC[C@@H](CO)NC([O-])=O)F N-[(1R)-1-(difluoromethoxymethyl)-2-hydroxy-ethyl]carbamate